COP(=O)(OC)NCC dimethoxyphosphoryl-ethylamine